N-(3-bromophenyl)-8-chloro-6-fluoro-N-methyl-[1,2,4]triazolo[4,3-a]quinazolin-5-amine BrC=1C=C(C=CC1)N(C1=NC=2N(C3=CC(=CC(=C13)F)Cl)C=NN2)C